4-acetamido-N-(((2S,5R)-6-(benzyloxy)-7-oxo-1,6-diazabicyclo[3.2.1]octan-2-yl)(imino)methyl)cyclohexane-1-carboxamide C(C)(=O)NC1CCC(CC1)C(=O)NC(=N)[C@H]1N2C(N([C@H](CC1)C2)OCC2=CC=CC=C2)=O